N[C@H]1C[C@H](C1)C(=O)O (cis)-3-aminocyclobutane-1-carboxylic acid